The molecule is a trifluorinated corticosteroid used in the form of its propionate ester for treatment of allergic rhinitis. It has a role as an anti-allergic agent and an anti-asthmatic drug. It is an 11beta-hydroxy steroid, a 3-oxo-Delta(4) steroid, a corticosteroid, a fluorinated steroid, a 17alpha-hydroxy steroid and a thioester. It derives from a hydride of an androstane. C[C@@H]1C[C@H]2[C@@H]3C[C@@H](C4=CC(=O)C=C[C@@]4([C@]3([C@H](C[C@@]2([C@]1(C(=O)SCF)O)C)O)F)C)F